CC1=CC=C(C=C1)S(=O)(=O)OC(=C(F)F)C=1C=NC(=CC1)Cl 1-(6-chloropyridin-3-yl)-2,2-difluorovinyl 4-methylbenzenesulfonate